ClC1=C(C(=CC=C1)F)NC(C1=C(C=C(C(=C1)F)N1N=C(N(C1=O)CC)CO)OC(C)C(C)(F)F)=O N-(2-chloro-6-fluorophenyl)-2-{[3,3-difluorobut-2-yl]oxy}-4-[4-ethyl-3-(hydroxymethyl)-5-oxo-4,5-dihydro-1H-1,2,4-triazol-1-yl]-5-fluorobenzamide